Br[Sn](Br)(Br)Br tetrabromotin